OCTADEC-9-ENOATE C(CCCCCCCC=CCCCCCCCC)(=O)[O-]